((3S*,4S*)-3-ethyl-7-fluorochroman-4-yl)methanesulfonamide C(C)[C@@H]1COC2=CC(=CC=C2[C@H]1CS(=O)(=O)N)F |o1:2,11|